3-cycloheptyl-1-((2-(trimethylsilyl)ethoxy)methyl)-1,3-dihydro-2H-pyrrolo[3,2-c]pyridin-2-one C1(CCCCCC1)C1C(N(C2=C1C=NC=C2)COCC[Si](C)(C)C)=O